3-fluoro-5-((2-methyl-1,1-dioxo-3-oxo-7-(trifluoromethyl)-2,3-dihydrobenzo[d]isothiazol-6-yl)oxy)benzonitrile FC=1C=C(C#N)C=C(C1)OC1=C(C2=C(C(N(S2(=O)=O)C)=O)C=C1)C(F)(F)F